4-(1-cyclopropyl-2-oxo-5-phenyl-1,2-dihydropyridin-4-yl)-2-(2-fluoro-3-methoxyphenyl)-6-methyl-1-tosyl-1,6-dihydro-7H-pyrrolo[2,3-c]pyridin-7-one C1(CC1)N1C(C=C(C(=C1)C1=CC=CC=C1)C=1C2=C(C(N(C1)C)=O)N(C(=C2)C2=C(C(=CC=C2)OC)F)S(=O)(=O)C2=CC=C(C)C=C2)=O